9-(dibenzothiophen-4-yl)-9'-phenyl-3,3'-bi[9H-carbazole] C1=CC=C(C=2SC3=C(C21)C=CC=C3)N3C2=CC=CC=C2C=2C=C(C=CC32)C=3C=CC=2N(C1=CC=CC=C1C2C3)C3=CC=CC=C3